C1(CC1)CCN(C1=CC(=CC=C1)N)C1=CC=CC=C1 N1-(2-cyclopropylethyl)-N1-phenylbenzene-1,3-diamine